bis(3-allyl-4-hydroxyphenyl)propane C(C=C)C=1C=C(C=CC1O)C(C)(C)C1=CC(=C(C=C1)O)CC=C